CN(C(O)=O)C(C(NC(O)=O)C1=CC=CC=C1)CC.C(CCCCCCCCCCCCCCCCC)(=O)O.C(CCCCCCCCCCCCCCCCC)(=O)O.C(CCCCCCCCCCCCCCCCC)(=O)O.C(CCCCCCCCCCCCCCCCC)(=O)O.C([C@H](O)[C@H](O)CO)O.C([C@H](O)[C@H](O)CO)O.C([C@H](O)[C@H](O)CO)O.C([C@H](O)[C@H](O)CO)O.C([C@H](O)[C@H](O)CO)O PENTAERYTHRITOL TETRASTEARATE 3-methyl-1-phenylbutane-1,2-diyl-dicarbamate